O=O.[Si] silicon dioxideNE